1,4-bis(hexafluoro-alpha-hydroxyisopropyl)benzene hydrate O.FC(C(C(F)(F)F)(O)C1=CC=C(C=C1)C(C(F)(F)F)(C(F)(F)F)O)(F)F